BrC=1C=C(C=CC1C)N1N=C(C=CC1=O)C(=O)OC Methyl 1-(3-bromo-4-methyl-phenyl)-6-oxo-pyridazine-3-carboxylate